BrC1=CC=C(C=C1)C1(CC1)C1=NOC(=N1)/C=C(/C(=O)O)\C (E)-3-(3-(1-(4-bromophenyl)cyclopropyl)-1,2,4-oxadiazol-5-yl)-2-methylacrylic acid